3-bromo-5-chlorobenzyl-carbamic acid tert-butyl ester C(C)(C)(C)OC(NCC1=CC(=CC(=C1)Cl)Br)=O